1,2,3,8,9-pentachlorodibenzofuran ClC1=C(C(=CC=2OC3=C(C21)C(=C(C=C3)Cl)Cl)Cl)Cl